N=1NC(=C2C=CC=CC12)C(=O)N 2H-indazole-3-carboxamide